methyl-(oxetane) CC1OCC1